Isobutyl-paraben C(C(C)C)OC(=O)C1=CC=C(O)C=C1